C1(CC1)NC(C1=CC(=C(C=C1)C)C=1C=NC(=C(C1)CCC)NC(CO)(C)C)=O N-cyclopropyl-3-(6-((1-hydroxy-2-methylpropan-2-yl)amino)-5-propylpyridin-3-yl)-4-methylbenzamide